N-(4-(5-bromo-2,2-dimethyl-2H-chromen-8-yl)thiazol-2-yl)-2,2-dichloroacetamide BrC1=C2C=CC(OC2=C(C=C1)C=1N=C(SC1)NC(C(Cl)Cl)=O)(C)C